2-chloro-N-[1-(3-hydroxyoxetan-3-yl)ethyl]acetamide ClCC(=O)NC(C)C1(COC1)O